4-(3-ethynylanilino)7-fluoro-6-nitroquinazoline C(#C)C=1C=C(NC2=NC=NC3=CC(=C(C=C23)[N+](=O)[O-])F)C=CC1